COC(NC=1SC=CC1)=O thien-2-ylcarbamic acid methyl ester